5-((1R,5S)-1-(2,5-difluorophenyl)-2-azabicyclo[3.1.0]Hexane-2-yl)-3-(6-fluoropyridin-3-yl)pyrazolo[1,5-a]Pyrimidine FC1=C(C=C(C=C1)F)[C@@]12N(CC[C@H]2C1)C1=NC=2N(C=C1)N=CC2C=2C=NC(=CC2)F